FC(C(CCC)C(F)(F)F)(F)F hexafluoro-iso-hexane